ClC1=CC(=C2C(=N1)N(N=C2)[C@@H]2O[C@@H]([C@H]([C@H]2O)O)CO)N[C@@H]2CCC1=CC(=CC(=C21)F)F (2R,3R,4S,5R)-2-(6-chloro-4-(((R)-5,7-difluoro-2,3-dihydro-1H-inden-1-yl)amino)-1H-pyrazolo[3,4-b]pyridin-1-yl)-5-(hydroxymethyl)tetrahydrofuran-3,4-diol